trans-1,2-dibromo-hexafluorocyclobutane Br[C@]1([C@@](C(C1(F)F)(F)F)(Br)F)F